C(CCCCC)OC(=O)C1=CC=C(O)C=C1 Hexylparaben